4-chloro-1-isopropyl-1H-pyrazolo[3,4-d]pyrimidine ClC1=C2C(=NC=N1)N(N=C2)C(C)C